O=C1NC(CCC1N1C(C2=CC=C(C=C2C1)C1CCN(CC1)CCC1CN(C1)C=1C(=CC2=C(C(C=3NC4=CC(=CC=C4C3C2=O)C#N)(C)C)C1)CC)=O)=O 8-[3-(2-{4-[2-(2,6-dioxopiperidin-3-yl)-1-oxo-2,3-dihydro-1H-isoindol-5-yl]piperidin-1-yl}ethyl)azetidin-1-yl]-9-ethyl-6,6-dimethyl-11-oxo-5H,6H,11H-benzo[b]carbazole-3-carbonitrile